C(CCCCC)(=O)N[C@@H](CO)[C@H](O)[C@H](O)CCCCCCCCCCCCCC N-hexanoyl-phytosphingosine